N-[3-[(2,3-dihydroxypropyl)(3-isotridecyloxypropyl)amino]propyl]palmitoleamide OC(CN(CCCNC(CCCCCCC\C=C/CCCCCC)=O)CCCOCCCCCCCCCCC(C)C)CO